N-(3-oxo-3H-1,2,4-dithiazol-5-yl)cyclopropanecarboxamide O=C1SSC(=N1)NC(=O)C1CC1